COC(=O)C=1C=NC2=CC=C(C=C2C1)CP(=O)(OCC)OCC.FC(C1=CC=C(C=C1)N1N=C(C2=NC=CC=C21)C2CN(CC2)C(C=C)=O)(F)F 1-(3-(1-(4-(trifluoromethyl)phenyl)-1H-pyrazolo[4,3-b]pyridin-3-yl)pyrrolidin-1-yl)prop-2-en-1-one methyl-6-((diethoxyphosphoryl)methyl)quinoline-3-carboxylate